COC1=CC=C(CN2C([C@@](CC2)(C(=O)[O-])C=C)=O)C=C1.[Na+] sodium (S)-1-(4-methoxybenzyl)-2-oxo-3-vinylpyrrolidine-3-carboxylate